4-amino-5-(5-cyclopropylisoxazol-3-yl)-7-isopropyl-7H-pyrrolo[2,3-d]Pyrimidine NC=1C2=C(N=CN1)N(C=C2C2=NOC(=C2)C2CC2)C(C)C